C(C)OC(=O)[C@@H]1[C@H](C1)C1=NC=C(C=C1)NCC1=C(C=C(C(=C1)Br)F)F (1S,2S)-2-[5-(5-bromo-2,4-difluoro-benzylamino)-pyridin-2-yl]Cyclopropanecarboxylic acid ethyl ester